NC[C@H]1CCC(N1)=O (R)-5-(aminomethyl)pyrrolidin-2-one